BrC1=CC=C2C=C(C(=NC2=C1)NCC1=C(C=C(C=C1)OC)OC)C(F)(F)F 7-bromo-N-[(2,4-dimethoxyphenyl)methyl]-3-(trifluoromethyl)quinolin-2-amine